Isopropyl-((R)-(((2S,3S,4R,5R)-5-(4-amino-2-oxopyrimidin-1(2H)-yl)-2,4-difluoro-3-hydroxy-4-methyltetrahydrofuran-2-yl)methoxy)(naphthalen-1-yloxy)phosphoryl)-L-alaninat C(C)(C)N([C@@H](C)C(=O)[O-])[P@](=O)(OC1=CC=CC2=CC=CC=C12)OC[C@]1(O[C@H]([C@]([C@@H]1O)(C)F)N1C(N=C(C=C1)N)=O)F